C1(CCC1)OC1=CC=C(C=2C=CC(=NC12)C12CCC(CC1)(CC2)OCC=2C(=NOC2C2CC2)C2=C(C=NC=C2Cl)Cl)C(=O)O 8-cyclobutoxy-2-(4-((5-cyclopropyl-3-(3,5-dichloropyridin-4-yl)isoxazol-4-yl)methoxy)bicyclo[2.2.2]octan-1-yl)quinoline-5-carboxylic acid